C[C@H]1[C@H]([C@H]([C@@H]([C@@H](O1)OC[C@@H]2[C@H]([C@@H]([C@H]([C@@H](O2)O)NC(=O)C)O)O[C@@H]3[C@@H]([C@H]([C@@H]([C@H](O3)CO)O)O)NC(=O)C)O)O)O The molecule is an amino trisaccharide that is 2-acetamido-2-deoxy-beta-D-glucopyranose in which the hydroxy groups at positions 4 and 6 have been converted into the corresponding 2-acetamido-2-deoxy-alpha-D-glucopyranosyl and alpha-L-fucopyranosyl derivatives, respectively. It is an amino trisaccharide, a member of acetamides and a glucosamine oligosaccharide.